N-(4-fluoro-3-methylphenyl)-1,2,4-trimethyl-5-(2-oxo-2-((1-(pyridazin-3-yl)piperidin-4-yl)amino)acetyl)-1H-pyrrole-3-carboxamide FC1=C(C=C(C=C1)NC(=O)C1=C(N(C(=C1C)C(C(NC1CCN(CC1)C=1N=NC=CC1)=O)=O)C)C)C